ClC1=CC=C(S1)CNC1=CC(=NN1C(C(CO)(C)C)=O)C1(NCCC1)C 1-(5-{[(5-chlorothiophen-2-yl)methyl]amino}-3-(2-methylpyrrolidin-2-yl)-1H-pyrazol-1-yl)-3-hydroxy-2,2-dimethylpropan-1-one